N1C[C@H](CCC1)O (S)-piperidin-3-ol